5-[4-[(2-Ethyl-5-fluoro-3-oxo-4H-quinoxalin-6-yl)methyl]Piperazin-1-yl]-6-Methyl-pyridine-2-carboxylic acid methyl ester COC(=O)C1=NC(=C(C=C1)N1CCN(CC1)CC=1C(=C2NC(C(=NC2=CC1)CC)=O)F)C